5-(3-fluoro-2-methylbenzoyl)hexahydropyrrolo[3,4-c]pyrrole-2(1H)-carboxylic acid tert-butyl ester C(C)(C)(C)OC(=O)N1CC2CN(CC2C1)C(C1=C(C(=CC=C1)F)C)=O